C12CNCC2C1CO (3-azabicyclo[3.1.0]hex-6-yl)methanol